NC=1C2=C(N=C(N1)Cl)N(C=C2C2=NN(C=C2)CC2=CC=CC=C2)C2C(C(C(C2)CN(C)CCCNCCC2=CC=C(C=C2)F)O)O 3-[4-amino-5-(1-benzylpyrazol-3-yl)-2-chloropyrrolo[2,3-d]pyrimidin-7-yl]-5-{[(3-{[2-(4-fluorophenyl)ethyl]amino}propyl)(methyl)amino]methyl}cyclopentane-1,2-diol